4-(6-chloro-4-{3,6-diazabicyclo[3.1.1]heptan-6-yl}-8-fluoro-2-{[(2S)-1-methylpyrrolidin-2-yl]methoxy}quinazolin-7-yl)naphthalen-2-ol ClC=1C=C2C(=NC(=NC2=C(C1C1=CC(=CC2=CC=CC=C12)O)F)OC[C@H]1N(CCC1)C)N1C2CNCC1C2